N1=C(C=CC2=CC=CN=C12)CCCCOC1CCN(CC1)C(C(=O)OC)C1=CC=CC=C1 Methyl 2-(4-(4-(1,8-naphthyridin-2-yl) butoxy) piperidin-1-yl)-2-phenylacetate